NC1=NC(=NC=C1)N1C[C@H]([C@@H](CC1)OCCOC)O |r| rac-trans-1-(4-aminopyrimidin-2-yl)-4-(2-methoxyethoxy)piperidin-3-ol